4-tolyl 4-[(3-chlorophenylcarbamoyl)ureido]phenylsulfonate ClC=1C=C(C=CC1)NC(=O)NC(NC1=CC=C(C=C1)S(=O)(=O)OC1=CC=C(C=C1)C)=O